(R)-2,2-difluoro-3-((1-(5-fluoro-1H-indol-3-yl)propan-2-yl)amino)propan-1-ol FC(CO)(CN[C@@H](CC1=CNC2=CC=C(C=C12)F)C)F